N-(3-bromopropyl)-2-(4-methoxyphenyl)-quinolin-4-amine BrCCCNC1=CC(=NC2=CC=CC=C12)C1=CC=C(C=C1)OC